cerium(II) acetate hydrate O.C(C)(=O)[O-].[Ce+2].C(C)(=O)[O-]